1,3-bis(hydroxymethyl)-5,5-dimethyl-2,4-imidazoledione OCN1C(N(C(C1(C)C)=O)CO)=O